[3-(2,4-Dioxohexahydropyrimidin-1-yl)-8-methoxy-imidazo[1,2-a]Pyridin-7-yl]Piperazine-1-carboxylic acid tert-butyl ester C(C)(C)(C)OC(=O)N1C(CNCC1)C1=C(C=2N(C=C1)C(=CN2)N2C(NC(CC2)=O)=O)OC